OCC(COC(CCCCCCCC(=O)OCCCCCCCCCC)=O)CO decyl 9-{[3-hydroxy-2-(hydroxymethyl) propyl] oxy}-9-oxononanoate